N,N-dimethyl-5-((4-(((4-nitronaphthalen-1-yl)oxy)methyl)pyridin-2-yl)amino)pyrazine-2-carboxamide CN(C(=O)C1=NC=C(N=C1)NC1=NC=CC(=C1)COC1=CC=C(C2=CC=CC=C12)[N+](=O)[O-])C